FC1=C(C=C(C=C1)S(=O)(=O)NC1=CC=C(C=C1)C(=O)N1C(CC2=CC=CC=C12)C)C 4-fluoro-3-methyl-N-(4-(2-methylindoline-1-carbonyl)phenyl)benzenesulfonamide